(2R)-1-(4-{4-[(2R)-2-aminopropionylamino]phenyl}benzenesulfonyl)pyrrolidine-2-carboxylic acid N[C@@H](C(=O)NC1=CC=C(C=C1)C1=CC=C(C=C1)S(=O)(=O)N1[C@H](CCC1)C(=O)O)C